FC(C1=NN=C(O1)C1=CC=C(CNC2=CC=C(C=C2)F)C=C1)F N-(4-(5-(difluoromethyl)-1,3,4-oxadiazol-2-yl)benzyl)-4-fluoroaniline